2-(4-methoxyphenyl)-5-cyano-4,6-diamino-3-ethoxycarbonyl-1-p-toluenesulfonyl-2,3-dihydro-1H-pyrrolo[2,3-b]pyridine COC1=CC=C(C=C1)C1C(C=2C(=NC(=C(C2N)C#N)N)N1S(=O)(=O)C1=CC=C(C)C=C1)C(=O)OCC